Propylthioxanthon C(CC)C1=CC=CC=2SC3=CC=CC=C3C(C12)=O